ClC1=C(C=2N=C(N=C(C2C=N1)N1CCOC[C@H](C1)NC(OC(C)(C)C)=O)OC[C@]12CCCN2C[C@@H](C1)F)F tert-Butyl ((S)-4-(7-chloro-8-fluoro-2-(((2R,7aS)-2-fluorotetrahydro-1H-pyrrolizin-7a(5H)-yl)methoxy)pyrido[4,3-d]pyrimidin-4-yl)-1,4-oxazepan-6-yl)carbamate